4-(furan-3-ylmethyl)-3-oxo-3,4-dihydro-2H-benzo[b][1,4]thiazine-6-carboxylic acid O1C=C(C=C1)CN1C2=C(SCC1=O)C=CC(=C2)C(=O)O